alpha-ketoglutaric acid disodium salt [Na+].[Na+].O=C(C(=O)[O-])CCC(=O)[O-]